ClC1=NC(=CC(=C1)C(=O)NC(C)C1=NC=CN=C1N1N=CC=N1)OC 2-chloro-6-methoxy-N-[1-[3-(triazol-2-yl)pyrazin-2-yl]ethyl]pyridine-4-carboxamide